Cl.Cl.C(C)(C)C1=CC=C(C=C1)C=1N=C2N(C=CC=C2)C1CN1C2CNC(C1)CC2 2-{[2-(4-Isopropylphenyl)imidazo[1,2-a]pyridin-3-yl]methyl}-2,5-diazabicyclo[2.2.2]octan-Dihydrochlorid